N-(4-{[6-(5-chloro-2-fluorophenyl)-3-methoxypyridazin-4-yl]amino}pyridin-2-yl)-3-[4-(2,2,2-trifluoroethyl)piperazin-1-yl]propanamide ClC=1C=CC(=C(C1)C1=CC(=C(N=N1)OC)NC1=CC(=NC=C1)NC(CCN1CCN(CC1)CC(F)(F)F)=O)F